4-((1,3-Dimethoxypropan-2-yl)amino)-6-methyl-2-(methylthio)pyrimidine-5-carboxylic acid ethyl ester C(C)OC(=O)C=1C(=NC(=NC1C)SC)NC(COC)COC